C(CCC)C1C(=NN(C1(C(=O)NCCCC(CO)(C)C)C)C1=CC=C(C=C1)C)C1=CC=C(C=C1)F 4-butyl-3-(4-fluorophenyl)-N-(5-hydroxy-4,4-dimethylpentyl)-5-methyl-1-p-tolyl-4,5-dihydro-1H-pyrazole-5-carboxamide